ClC=1C=C(C=CC1Cl)N1CC(NCC1)C 1-(3,4-dichlorophenyl)-3-methylpiperazine